C1(CCCCC1)NC1=C2C(=NC(=N1)NC1=C(C=C(C=C1)N1CCOCC1)OC)NN=C2C=2N=CN(C2)C N4-cyclohexyl-N6-(2-methoxy-4-morpholinophenyl)-3-(1-methyl-1H-imidazol-4-yl)-1H-pyrazolo[3,4-d]pyrimidine-4,6-diamine